C1(CC1)NC(=O)C=1C=C(C(=C(C1)C1=NC=C(C(=O)NCC2=CC(=C(C=C2)F)F)C=C1)C)F 6-{5-[(cyclopropylamino)carbonyl]-3-fluoro-2-methylphenyl}-N-(3,4-difluorobenzyl)nicotinamide